8-((2s,5r)-2,5-dimethyl-4-((3-phenylisoxazol-5-yl)methyl)piperazin-1-yl)-5-methyl-6-oxo-5,6-dihydro-1,5-naphthyridine-2-carbonitrile C[C@@H]1N(C[C@H](N(C1)CC1=CC(=NO1)C1=CC=CC=C1)C)C1=CC(N(C=2C=CC(=NC12)C#N)C)=O